FC1=CN=C2N1N=C(C=C2[C@H]2[C@@H](C2)C2=CC1=C(C=N2)C=NN1CC(F)(F)F)C=1C(NC(NC1)=O)=O 5-(3-fluoro-8-((1R,2R)-2-(1-(2,2,2-trifluoroethyl)-1H-pyrazolo[4,3-c]pyridin-6-yl)cyclopropyl)imidazo[1,2-b]pyridazin-6-yl)pyrimidine-2,4(1H,3H)-dione